N-(cyclopropylmethyl)-3-(((7-(pyridin-4-yl)-2,3-dihydrofuro[3,2-c]pyridin-4-yl)amino)methyl)benzamide C1(CC1)CNC(C1=CC(=CC=C1)CNC1=NC=C(C2=C1CCO2)C2=CC=NC=C2)=O